4-bromo-2-methylbenzo[d]Thiazole-6-ol BrC1=CC(=CC2=C1N=C(S2)C)O